C(C=C)(=O)C(N(C)C)CS(=O)(=O)[O-].[NH4+] ammonium acryloyldimethyltaurinate